CC1=CC=C(C=C1)S(=O)(=O)OC[C@H](COC(C1=CC=CC=C1)(C1=CC=C(C=C1)OC)C1=CC=C(C=C1)OC)O (S)-3-(bis(4-Methoxyphenyl)(phenyl)methoxy)-2-hydroxypropyl 4-methylbenzenesulfonate